5,6-dihydro-4H-1,3-oxazine O1C=NCCC1